O=C1N(CCCC1)NC(=O)C=1CC2=C3C(C=NC2=CC1)=CN=N3 N-(2-oxo-1-piperidyl)pyrazolo[4,3-c]quinoline-8-carboxamide